C(=C)C(=C(C(C(C(C=C)(F)F)(F)F)(F)F)F)F 1,5-divinyl-perfluoropentaneN